2-(3,4-dichlorophenyl)-1-ethyl-6-[[3-[(E)-methoxyiminomethyl]pyrazol-1-yl]methyl]-4-oxo-pyridine-3-carboxylic acid ClC=1C=C(C=CC1Cl)C=1N(C(=CC(C1C(=O)O)=O)CN1N=C(C=C1)/C=N/OC)CC